FC(OC1=C(C=C(C=C1)SC1=CC(N(C=C1)C)=O)C1=NN(C=C1NC(=O)C=1C=NN2C1N=CC=C2)C)F N-[3-[2-(difluoromethoxy)-5-[(1-methyl-2-oxo-4-pyridyl)sulfanyl]phenyl]-1-methyl-pyrazol-4-yl]pyrazolo[1,5-a]pyrimidine-3-carboxamide